(4-(tert-butyl)benzyl)dimethyl-sulfonium triflate [O-]S(=O)(=O)C(F)(F)F.C(C)(C)(C)C1=CC=C(C[S+](C)C)C=C1